FC1=CC(=C(OCCNC(OC(C)(C)C)=O)C=C1)C(C)O tert-Butyl (2-(4-fluoro-2-(1-hydroxyethyl)phenoxy)ethyl)carbamate